C(CCCCC#CC#CCCCCCCCCCC)(=O)O 6,8-nonadecadiynoic acid